C1(CC1)[C@@H]1NC2=C(C(N(C=3C=CC(=CC23)NC=O)C)=O)OCC1 (R)-N-(2-cyclopropyl-7-methyl-6-oxo-1,2,3,4,6,7-hexahydro-[1,4]oxazepino[2,3-c]quinolin-10-yl)formamide